(4-Bromobenzo[b]thiophene-2-yl)methanol BrC1=CC=CC=2SC(=CC21)CO